tert-butyl (s)-4-((4-(2,2-difluoroethyl)-2-(4-(methoxycarbonyl)-3-(2-oxopiperidin-1-yl)phenyl)piperazin-1-yl)methyl)-5-methoxy-7-methyl-1H-indole-1-carboxylate FC(CN1C[C@@H](N(CC1)CC1=C2C=CN(C2=C(C=C1OC)C)C(=O)OC(C)(C)C)C1=CC(=C(C=C1)C(=O)OC)N1C(CCCC1)=O)F